CC=1N=C(SC1C1=CC=C2C(=NNC2=C1)\C=C\C1=NC=CC=C1)NC(CC1CCNCC1)=O (E)-N-(4-methyl-5-(3-(2-(pyridin-2-yl)vinyl)-1H-indazol-6-yl)thiazol-2-yl)-2-(piperidin-4-yl)acetamide